C(C)OC(=O)C=1C=NN2C1N=C(C(=C2N(CC2=CC=CC=C2)CC2=CC=CC=C2)C2=CC=CC=C2)Cl 5-chloro-7-(dibenzylamino)-6-phenylpyrazolo[1,5-a]pyrimidine-3-carboxylic acid ethyl ester